FC(C(=O)O)(F)F.NC=1C=2N(C=C(N1)C1=CN=C(S1)C)C(=CN2)C=2C=C(C=CC2C)C(CO)(C(F)(F)F)O 2-(3-(8-Amino-6-(2-methylthiazol-5-yl)imidazo[1,2-a]pyrazin-3-yl)-4-methylphenyl)-3,3,3-trifluoropropane-1,2-diol trifluoroacetate salt